Cobaltous orthophosphate P(=O)([O-])([O-])[O-].[Co+2].P(=O)([O-])([O-])[O-].[Co+2].[Co+2]